2-methoxy-1-(m-tolyl)ethanone COCC(=O)C=1C=C(C=CC1)C